1-(4-((3-chloro-1H-pyrrolo[2,3-b]pyridin-4-yl)oxy)-2-fluorophenyl)-3-(3-cyano-4-((4-methylpiperazin-1-yl)methyl)phenyl)urea ClC1=CNC2=NC=CC(=C21)OC2=CC(=C(C=C2)NC(=O)NC2=CC(=C(C=C2)CN2CCN(CC2)C)C#N)F